1-(4-((3-(dimethylamino)propyl)amino)-6-methylpyrimidin-2-yl)-3-(quinolin-6-yl)urea CN(CCCNC1=NC(=NC(=C1)C)NC(=O)NC=1C=C2C=CC=NC2=CC1)C